(2S)-2-[[6-[3-(2-acetamidoethoxy)phenoxy]pyridine-3-carbonyl]amino]-5,5-dimethyl-hexanoic acid C(C)(=O)NCCOC=1C=C(OC2=CC=C(C=N2)C(=O)N[C@H](C(=O)O)CCC(C)(C)C)C=CC1